4-((2,6-difluoro-4-(1-(tetrahydro-2H-pyran-2-yl)-1H-imidazol-5-yl)benzyl)oxy)phenyl sulfurofluoridate S(OC1=CC=C(C=C1)OCC1=C(C=C(C=C1F)C1=CN=CN1C1OCCCC1)F)(=O)(=O)F